C1=C(C=CC2=CC=CC=C12)C1=CC=C(C=C1)N {4-(naphthalene-2-yl)-phenyl}-amine